C(C)OC(=O)C1=C(C2=C(S1)C=CC=C2Cl)CNC2=CC=C(C=C2)C(N)=O 3-(((4-carbamoylphenyl)amino)methyl)-4-chlorobenzo[b]thiophene-2-carboxylic acid ethyl ester